CC1(OCC[C@H](C1)C1=C(C=CC=C1)[C@@H]1N(CCC1)C(=O)OC(C)(C)C)C tert-butyl (2R)-2-{2-[(4R)-2,2-dimethyloxan-4-yl]phenyl}pyrrolidine-1-carboxylate